1-((3-trifluoromethylphenyl)carbamoyl)-3-methoxycarbonyl-β-carboline FC(C=1C=C(C=CC1)NC(=O)C1=NC(=CC=2C3=CC=CC=C3NC12)C(=O)OC)(F)F